ClC=1C=C(C=O)C=C(C1O)F 3-CHLORO-5-FLUORO-4-HYDROXYBENZALDEHYDE